ethyl 6-bromo-7-methyl-2,4-dioxo-1H,3H-pyrrolo[1,2-b]pyridazine-3-carboxylate BrC=1C=C2N(NC(C(C2=O)C(=O)OCC)=O)C1C